(1S,2S,5R)-2-vinyl-3,8-diazabicyclo[3.2.1]octane-8-carboxylic acid tert-butyl ester C(C)(C)(C)OC(=O)N1[C@@H]2[C@@H](NC[C@H]1CC2)C=C